N1[C@@H](CC1)COC=1C=CC(=C(C(=O)NC2(CC2)C2=C3C=CC=NC3=CC(=C2)\C=C\C2=CC(=CC=C2)C)C1)C (S,E)-5-(Azetidin-2-ylmethoxy)-2-methyl-N-(1-(7-(3-methylstyryl)quinolin-5-yl)cyclopropyl)benzamide